N1CCC(CC1)NC(O)=O piperidin-4-ylcarbamic acid